C(CCCCCCCCCCCC)C1CCCCCCCCC1 n-tridecyl-cyclodecane